C(C)C(CCO)(CCC)O 3-ethyl-1,3-hexanediol